O1CCC(CC1)CCN1CC2=CC=CC=C2CC1=O 2-(2-(tetrahydro-2H-pyran-4-yl)ethyl)-1,4-dihydroisoquinolin-3(2H)-one